rac-tert-butyl (2-((1S*,2S*)-2-(4-methylpyrimidin-2-yl)cyclopropyl)-4-oxo-1,4-dihydroquinolin-7-yl)carbamate CC1=NC(=NC=C1)[C@@H]1[C@H](C1)C=1NC2=CC(=CC=C2C(C1)=O)NC(OC(C)(C)C)=O |r|